C1(CC1)[C@H](C(C)(C)O)N1C(C=2C(=NC=CC2C1)C1=CC=C(C=C1)C=1OC(=NN1)C)=O |o1:3| (R or S)-2-(1-cyclopropyl-2-hydroxy-2-methylpropyl)-4-(4-(5-methyl-1,3,4-oxadiazol-2-yl)phenyl)-1,2-dihydro-3H-pyrrolo[3,4-c]pyridin-3-one